N-(1-(trans-4-((exo-6-amino-3-azabicyclo[3.1.0]hex-3-yl)methyl)cyclohexyl)-2-oxo-1,2-dihydropyrimidin-4-yl)piperazine-1-carboxamide hydrochloride Cl.NC1C2CN(CC12)C[C@@H]1CC[C@H](CC1)N1C(N=C(C=C1)NC(=O)N1CCNCC1)=O